C1(C(CCCC1)C(=O)OCCCCCCCCC)C(=O)OCCCCCCCCC dinonyl 1,2-cyclohexanedicarboxylate